NC1=NC(=C2N=CN(C2=N1)C1C(C(C(O1)CO)O)(F)Cl)NC 5-(2-Amino-6-(methylamino)-9H-purin-9-yl)-4-chloro-4-fluoro-2-(hydroxymethyl)tetrahydrofuran-3-ol